tert-butyl(2-methyl-2,4-dihydrochromeno[4,3-c]pyrazol-6-yl)carbamate C(C)(C)(C)OC(NC1=CC=CC2=C1OCC=1C2=NN(C1)C)=O